N-(2-(2-((4-(4-ethylpiperazin-1-yl)phenyl)amino)-7-fluoroquinazolin-8-yl)pyridin-4-yl)acrylamide C(C)N1CCN(CC1)C1=CC=C(C=C1)NC1=NC2=C(C(=CC=C2C=N1)F)C1=NC=CC(=C1)NC(C=C)=O